5-sulfo-1,3-benzenedicarboxylic acid S(=O)(=O)(O)C=1C=C(C=C(C1)C(=O)O)C(=O)O